6-methyl-2-oxo-1-phenyl-5-(4,4,5,5-tetramethyl-1,3,2-dioxaborolan-2-yl)-1,2-dihydropyridine-3-carboxylic acid ethyl ester C(C)OC(=O)C=1C(N(C(=C(C1)B1OC(C(O1)(C)C)(C)C)C)C1=CC=CC=C1)=O